N-(4-(1,4-oxazepane-4-carbonyl)phenyl)-6-aminoquinoline-3-carboxamide hydrochloride Methyl-6-((tert-butoxycarbonyl)amino)quinoline-3-carboxylate COC(=O)C=1C=NC2=CC=C(C=C2C1)NC(=O)OC(C)(C)C.Cl.O1CCN(CCC1)C(=O)C1=CC=C(C=C1)NC(=O)C=1C=NC2=CC=C(C=C2C1)N